NC(CCC(=O)[C@](CC[C@H](N)C(=O)O)(O)CN)N 5-diaminobutyryl-hydroxylysine